C[Si](OC)(C)COC(C)=S dimethylmethoxysilylmethylthioacetate